3-(5-((4-(4-(4-chloro-1,2-diphenylbut-1-en-1-yl)phenyl)piperazin-1-yl)methyl)-1-oxoisoindolin-2-yl)piperidine-2,6-dione ClCCC(=C(C1=CC=CC=C1)C1=CC=C(C=C1)N1CCN(CC1)CC=1C=C2CN(C(C2=CC1)=O)C1C(NC(CC1)=O)=O)C1=CC=CC=C1